2-(bis(3-chloro-4-fluorophenyl)methyl)-1H-imidazole-5-sulfonamide ClC=1C=C(C=CC1F)C(C=1NC(=CN1)S(=O)(=O)N)C1=CC(=C(C=C1)F)Cl